ethyl(2,6-difluorobenzyl)-(4-dimethylaminomethyl-3-(6-methoxypyridazin-3-ylcarbamoyl)-S-(4-nitrophenyl)thiophen-2-yl)carbamate C(C)OC(N(C=1S(C=C(C1C(NC=1N=NC(=CC1)OC)=O)CN(C)C)C1=CC=C(C=C1)[N+](=O)[O-])CC1=C(C=CC=C1F)F)=O